6-azidopyridazine-4-amine N(=[N+]=[N-])C1=CC(=CN=N1)N